Methyl 4-[(1S)-1-[(3-aminotetrahydropyran-3-carbonyl)amino]ethyl]benzoate, hydrochloride Cl.NC1(COCCC1)C(=O)N[C@@H](C)C1=CC=C(C(=O)OC)C=C1